Cl.O1CCN(CCC1)C(=O)C1=CC=C(C=C1)C1=NC2=CC=C(C=C2C=C1C(=O)N)N (4-(1,4-oxazepan-4-carbonyl)phenyl)-6-aminoquinoline-3-carboxamide hydrochloride